C(C)NC=1N=C(C(=NC1C1=CC=CC=2N(C=NC21)C)C(=O)N)NC2=CC=C(C=C2)N2CCOCC2 5-(Ethylamino)-6-(1-methylbenzimidazol-4-yl)-3-(4-morpholinoanilino)pyrazin-2-carboxamid